(2-nitro)benzamide Tert-butyl-4-[8-methoxy-3-[3-[(4-methoxyphenyl)methyl]-2,4-dioxo-hexahydropyrimidin-1-yl]imidazo[1,2-a]pyridin-7-yl]piperazine-1-carboxylate C(C)(C)(C)OC(=O)N1CCN(CC1)C1=C(C=2N(C=C1)C(=CN2)N2C(N(C(CC2)=O)CC2=CC=C(C=C2)OC)=O)OC.[N+](=O)([O-])C2=C(C(=O)N)C=CC=C2